(S)-4-(4-(6-acrylamido-1,4-oxazepan-4-yl)-8-fluoro-2-((1-(morpholinomethyl)cyclopropyl)methoxy)pyrido[4,3-d]pyrimidin-7-yl)-5-ethynyl-6-fluoronaphthalen-2-yl diisopropyl phosphate P(=O)(OC1=CC2=CC=C(C(=C2C(=C1)C1=C(C=2N=C(N=C(C2C=N1)N1CCOC[C@H](C1)NC(C=C)=O)OCC1(CC1)CN1CCOCC1)F)C#C)F)(OC(C)C)OC(C)C